C(C)(C)(C)OC(N(C(C)C)CC1=NN(C(=C1Br)OC)C)=O.COC1=C(C=C2C(=NC=NC2=C1)C=1C(=NNC1)C1=CC=CC=C1)[C@@H]1OCCCC1 (R)-7-methoxy-4-(3-phenyl-1H-pyrazol-4-yl)-6-(tetrahydro-2H-pyran-2-yl)quinazoline tert-Butyl-((4-bromo-5-methoxy-1-methyl-1H-pyrazol-3-yl)methyl)(isopropyl)carbamate